C(#N)C1(CC1)C(=O)NC=1C=CC(=NC1)C=1N=NN(C1C(=O)OC)C methyl 4-(5-(1-cyanocyclopropane-1-carboxamido)pyridin-2-yl)-1-methyl-1H-1,2,3-triazole-5-carboxylate